methyl 6-amino-5-bromo-3-methylpicolinate NC1=C(C=C(C(=N1)C(=O)OC)C)Br